4-(2,6-dichloro-5-methoxypyrimidin-4-yl)morpholine ClC1=NC(=C(C(=N1)N1CCOCC1)OC)Cl